Lanthanum Bromide [Br-].[La+3].[Br-].[Br-]